2-(4-amino-1,2,5-oxadiazole-3-yl)-1-ethylimidazole NC=1C(=NON1)C=1N(C=CN1)CC